[Cl-].[Cl-].C(C1=CC=CC=C1)(C1=CC=CC=C1)C(=[Zr+2](C1=C(C(=CC=2C3=CC(=C(C=C3CC12)C)C(C)(C)C)C(C)(C)C)C)C1C=CC=C1)C(C1=CC=CC=C1)C1=CC=CC=C1 di-(benzhydryl)methylene(cyclopentadienyl)(2,7-dimethyl-3,6-di-tert-butylfluorenyl)zirconium dichloride